C1=C(C=CC2=CC=CC=C12)C(CCC(=O)O)=O 4-(naphthalen-2-yl)-4-oxobutanoic acid